4-chloro-5-((3S,4S)-3-((4-(3,5-dimethyl-1-(oxetan-3-yl)-1H-pyrazol-4-yl)-5-fluoropyridin-2-yl)oxy)-4-fluoropyrrolidin-1-yl)-2-(2-hydroxyethyl)pyridazin-3(2H)-one ClC=1C(N(N=CC1N1C[C@@H]([C@H](C1)F)OC1=NC=C(C(=C1)C=1C(=NN(C1C)C1COC1)C)F)CCO)=O